COC(C1=C(N=C(C=C1)Br)OC)=O bromo-2-methoxynicotinic acid methyl ester